3-[[4-[4-[rac-(3S)-3-[3-amino-6-(2-hydroxyphenyl)pyridazin-4-yl]oxy-1-piperidyl]phenyl]piperazin-1-yl]methyl]azetidin NC=1N=NC(=CC1O[C@@H]1CN(CCC1)C1=CC=C(C=C1)N1CCN(CC1)CC1CNC1)C1=C(C=CC=C1)O |r|